2-chloro-4-[[4-[[(1S)-2-hydroxy-1-phenyl-ethyl]amino]-5-(1H-1,2,4-triazol-5-yl)pyrimidin-2-yl]amino]benzamide ClC1=C(C(=O)N)C=CC(=C1)NC1=NC=C(C(=N1)N[C@H](CO)C1=CC=CC=C1)C1=NC=NN1